4-(6-(azetidin-1-yl)-2-methyl-1-oxo-1,2-dihydro-2,7-naphthyridin-4-yl)-2,6-dimethoxybenzoic acid N1(CCC1)C=1C=C2C(=CN(C(C2=CN1)=O)C)C1=CC(=C(C(=O)O)C(=C1)OC)OC